ethylene-1,2-ethylene diisocyanate C(CCCN=C=O)N=C=O